(S)-2-((S)-1-(2,5-dioxo-2,5-dihydro-1H-pyrrol-1-yl)-l-4-isopropyl-l-2-oxo-3,6,9-trioxa-13-azapentadecan-15-amido)-N-(4-(hydroxymethyl)phenyl)-5-ureidopentanamide O=C1N(C(C=C1)=O)CC(O[C@H](COCCOCCCNCC(=O)N[C@H](C(=O)NC1=CC=C(C=C1)CO)CCCNC(=O)N)C(C)C)=O